C(C)(C)[C@@H]1[C@H](C1)C1=CC(=NNC1=C=O)N1C(NC(C=C1)=O)=O (5-((1s,2r)-2-isopropylcyclopropyl)-6-carbonyl-1,6-dihydropyridazin-3-yl)pyrimidine-2,4(1h,3h)-dione